bishydroxyformic acid OOC(=O)O